C(C)(C)(C)OC(=O)N1CC2(C(N(C(N2)=O)C2=CC(=CC=C2)C=2C(=C3C(=NC2)NC=C3C3CC3)Cl)=O)CC1 3-(3-(4-chloro-3-cyclopropyl-1H-pyrrolo[2,3-b]pyridin-5-yl)phenyl)-2,4-dioxo-1,3,7-triazaspiro[4.4]nonane-7-carboxylic acid tert-butyl ester